CC1(OC(C(C(O1)=O)C(C=CC(=O)[O-])=O)=O)C 4-(2,2-dimethyl-4,6-dioxo-1,3-dioxan-5-yl)-4-oxobut-2-enoate